Ethylenglycol adipat C(CCCCC(=O)O)(=O)O.C(CO)O